N-(3-(3-((1H-indazol-5-yl)amino)isoxazol-5-yl)phenyl)-1H-imidazole-4-carboxamide N1N=CC2=CC(=CC=C12)NC1=NOC(=C1)C=1C=C(C=CC1)NC(=O)C=1N=CNC1